((2-fluoro-4-iodophenyl)amino)-1-methyl-4-(3-(3-methylureido)phenoxy)-6-oxo-1,6-dihydropyridine-3-carboxamide FC1=C(C=CC(=C1)I)NC=1N(C(C=C(C1C(=O)N)OC1=CC(=CC=C1)NC(=O)NC)=O)C